FC(F)C1=NC2=CC=CC=C2C(=N1)N (difluoromethyl)quinazolin-4-amine